4-bromo-N-methoxy-N-methyl-pyridine-2-carboxamide BrC1=CC(=NC=C1)C(=O)N(C)OC